[Li].CN([C@@H](C(=O)NC=1C=C2C(C(CC2=C(C1)F)CN1CCC2(CN(C(O2)=O)C2=NC3=C(OCC(N3)=O)N=C2)CC1)O)C)C (2R)-2-(dimethylamino)-N-[7-fluoro-3-hydroxy-2-[[2-oxo-3-(3-oxo-4H-pyrazino[2,3-b][1,4]oxazin-6-yl)-1-oxa-3,8-diazaspiro[4.5]decan-8-yl]methyl]indan-5-yl]propionamide lithium